ClC1=CC=C(CN2C(N(C3=C(C2=O)CN(CC3)CC3=CC(=CC=C3)C#C)C)=O)C=C1 3-(4-Chlorobenzyl)-6-(3-ethynylbenzyl)-1-methyl-5,6,7,8-tetrahydropyrido[4,3-d]pyrimidine-2,4(1H,3H)-dione